5-chloro-2-(methylthio)pyridine ClC=1C=CC(=NC1)SC